S1N=CC(=C1)NC1=CN=C(C(=N1)C(=O)NCC1(CC1)C(F)(F)F)OC 6-(isothiazol-4-ylamino)-3-methoxy-N-[[1-(trifluoromethyl)cyclopropyl]methyl]pyrazine-2-carboxamide